FC(C=1N=CSC1)F 4-(difluoromethyl)-1,3-thiazol